O1C=CC=C1O Furan-5-ol